FC1=CC(=C(C=C1)C=O)C(F)(F)F [4-fluoro-2-(trifluoromethyl)phenyl]methanone